N-[4-(3-Cyanophenyl)-5-(1-methylpyrrolo[2,3-b]pyridin-3-yl)thiazol-2-yl]-2-oxa-6-azaspiro[3.3]heptane-6-carboxamide C(#N)C=1C=C(C=CC1)C=1N=C(SC1C1=CN(C2=NC=CC=C21)C)NC(=O)N2CC1(COC1)C2